C(C)OC(=O)N1CC2(C1)CC(C2)N2CCC(CC2)N2[C@@H](CCC2=O)CC 6-{4-[(2R)-2-ethyl-5-oxopyrrolidin-1-yl]piperidin-1-yl}-2-azaspiro[3.3]heptane-2-carboxylic acid ethyl ester